5'-chloro-N-methyl-7'-oxo-N-[3-(trimethyl-1H-pyrazol-4-yl)propyl]-7',8'-dihydro-6'H-spiro[cyclohexane-1,9'-furo[2,3-f]quinazoline]-2'-carboxamide ClC=1C=C2C(=C3C4(NC(NC13)=O)CCCCC4)OC(=C2)C(=O)N(CCCC=2C(=NN(C2C)C)C)C